2-((2-fluoro-4-iodophenyl)amino)thieno[2,3-b]pyridine-3-carboxylic acid tert-butyl ester C(C)(C)(C)OC(=O)C1=C(SC2=NC=CC=C21)NC2=C(C=C(C=C2)I)F